methyl 1-(5-((2-(2-(2-aminoethoxy)ethoxy)ethyl)amino)pyrazin-2-yl)piperidine-4-carboxylate NCCOCCOCCNC=1N=CC(=NC1)N1CCC(CC1)C(=O)OC